tert-butyl 3-[[4-amino-7-(1H-pyrazol-5-yl)-1H-imidazo[4,5-c]quinolin-2-yl]methyl]pyrrolidine-1-carboxylate NC1=NC=2C=C(C=CC2C2=C1N=C(N2)CC2CN(CC2)C(=O)OC(C)(C)C)C2=CC=NN2